N1,N1-Dimethyl-1-(thien-3-yl)ethane-1,2-diamine hydrochloride Cl.CN(C(CN)C1=CSC=C1)C